(R)-1-(8-fluoro-7-(7-fluoro-3-(methoxymethylmethoxy)-8-((triisopropylsilyl)ethynyl)naphth-1-yl)-5-methoxy-2-(methylthio)pyrido[4,3-d]pyrimidine-4-yl)piperidin-3-ol FC1=C(N=C(C2=C1N=C(N=C2N2C[C@@H](CCC2)O)SC)OC)C2=CC(=CC1=CC=C(C(=C21)C#C[Si](C(C)C)(C(C)C)C(C)C)F)OCCOC